(R)-7-(6-amino-4-methyl-3-(trifluoromethyl)pyridin-2-yl)-8-fluoro-N-methyl-N-(pyrrolidin-3-yl)-2-((tetrahydro-1H-pyrrolizin-7a(5H)-yl)methoxy)pyrido[4,3-d]pyrimidin-4-amine NC1=CC(=C(C(=N1)C1=C(C=2N=C(N=C(C2C=N1)N([C@H]1CNCC1)C)OCC12CCCN2CCC1)F)C(F)(F)F)C